(3S,4R,5R,6S)-6-(prop-1-en-2-yl)-tetrahydro-2H-pyran C=C(C)[C@@H]1CCCCO1